2-(((3R,4S)-3-hydroxy-3-(hydroxymethyl)-4-((2-(trifluoromethyl)pyrimidin-5-yl)oxy)pyrrolidin-1-yl)sulfonyl)-5-(trifluoromethyl)benzonitrile O[C@]1(CN(C[C@@H]1OC=1C=NC(=NC1)C(F)(F)F)S(=O)(=O)C1=C(C#N)C=C(C=C1)C(F)(F)F)CO